5-[(3-{8-bromo-3-[(trifluoromethyl)sulfanyl]indolizin-2-yl}prop-2-yn-1-yl)amino]-6-methoxy-N-methylpyridine-2-carboxamide BrC1=CC=CN2C(=C(C=C12)C#CCNC=1C=CC(=NC1OC)C(=O)NC)SC(F)(F)F